1,3,5-tris(prop-2-enyl)-1,3,5-triazinane-2,4-dione C(C=C)N1C(N(C(N(C1)CC=C)=O)CC=C)=O